OB1OCC2=C1C=C(C=C2CNC(OC(C)(C)C)=O)[N+](=O)[O-] tert-butyl (1-hydroxy-6-nitro-1,3-dihydrobenzo[c][1,2]oxaborol-4-yl)methylcarbamate